C(#N)C1=C(C2=C(C=N1)N=C(N2CC2=CC=C(C=C2)S(=O)(=O)N)C)C2=CC=CC=C2 4-((6-cyano-2-methyl-7-phenyl-1H-imidazo[4,5-c]pyridin-1-yl)methyl)benzenesulfonamide